13-(3-(4-(trifluoromethyl)-1H-imidazol-2-yl)ureido)tridecanoic acid FC(C=1N=C(NC1)NC(NCCCCCCCCCCCCC(=O)O)=O)(F)F